3-(3-azabicyclo[3.1.0]hexan-3-yl)-5-fluoro-4-(((1-methylcyclopropyl)sulfonyl)carbamoyl)benzoic acid C12CN(CC2C1)C=1C=C(C(=O)O)C=C(C1C(NS(=O)(=O)C1(CC1)C)=O)F